N-(Imidazo[1,2-a]pyrimidin-6-ylmethyl)-3-iodo-4-(((1-methyl-1H-pyrazol-3-yl)methyl)sulfonyl)benzamide N=1C=CN2C1N=CC(=C2)CNC(C2=CC(=C(C=C2)S(=O)(=O)CC2=NN(C=C2)C)I)=O